Citraconic amide C(\C(\C)=C/C(=O)O)(=O)N